CC1=C(C=C(C(=C1)N1CCC(CC1)C(F)(F)F)C)NC1=CC=C(CN2CC(CC2=O)C(=O)N)C=C1 (4-((2,5-dimethyl-4-(4-(trifluoromethyl)piperidin-1-yl)phenyl)amino)benzyl)-5-oxopyrrolidine-3-carboxamide